ClC1=NN2C(N=CC3=C2C(CC3C(=O)NC=3C=NC(=C(C3)Cl)C3=NN(C=C3)C)(C)C)=C1 2-chloro-N-(5-chloro-6-(1-methyl-1H-pyrazol-3-yl)pyridin-3-yl)-8,8-dimethyl-7,8-dihydro-6H-cyclopenta[e]pyrazolo[1,5-a]pyrimidine-6-carboxamide